FC(OC=1C(=C(C#N)C=C(C1)O)F)F (difluoromethoxy)-2-fluoro-5-hydroxybenzonitrile